C(C)(C)(C)OC(=O)N(C(C(=O)O)CC1=CC=CC=C1)CC 2-(tert-butoxycarbonyl(ethyl)amino)-3-phenylpropanoic Acid